OB1OCC2=C1C=CC(=C2)\C=N\N(C=2C1=C(N=CN2)OCC1)C N-[(E)-(1-Hydroxy-3H-2,1-benzoxaborol-5-yl)methylenamino]-N-methyl-5,6-dihydrofuro[2,3-d]pyrimidin-4-amin